4-(5-(1-propenoylpyrrolidin-3-yl)pyrrolo[1,2-c]pyrimidin-7-yl)-N-(4-cyanopyridin-2-yl)benzamide C(C=C)(=O)N1CC(CC1)C=1C=C(N2C=NC=CC21)C2=CC=C(C(=O)NC1=NC=CC(=C1)C#N)C=C2